C(=O)O.FC=1C(=C(C=C(C1)C)O)C1=C2C(=C(N=N1)N[C@H]1CN(CCC1)CCO)C=NC=C2 3-fluoro-2-(4-{[(3R)-1-(2-hydroxyethyl)piperidin-3-yl]amino}pyrido[3,4-d]pyridazin-1-yl)-5-methylphenol formate salt